F[C@@H]1[C@]2(CCC[C@@](C[C@@H]1N(C=1N=CC(=NC1)C1=C(C=C(C=C1)N1C=NC(=C1)C#N)O)C)(N2)C)C 1-[4-(5-{[(1R,2S,3S,5S)-2-fluoro-1,5-dimethyl-9-azabicyclo[3.3.1]nonan-3-yl](methyl)amino}pyrazin-2-yl)-3-hydroxyphenyl]-1H-imidazole-4-carbonitrile